CC1(CC=2C(=NC(=C(C2)N)N2CCOCC2)O1)C 2,2-dimethyl-6-morpholino-2,3-dihydrofuro[2,3-b]pyridin-5-amine